C1(CC1)CN1C[C@@H](CCC1)N1C(NC2=C1C=C(C(=C2)C=2C=C(C=1N(C2)N=CN1)C)C)=O (R)-1-(1-(Cyclopropylmethyl)piperidin-3-yl)-6-methyl-5-(8-methyl-[1,2,4]triazolo[1,5-a]pyridin-6-yl)-1,3-dihydro-2H-benzo[d]imidazol-2-on